4-bromo-3-(bromomethyl)-5-methoxy-1-methyl-pyrazole BrC=1C(=NN(C1OC)C)CBr